6-amino-1-(pyridin-2-ylmethyl)-3,4-dihydroquinolin-2-one NC=1C=C2CCC(N(C2=CC1)CC1=NC=CC=C1)=O